C(C)(C)N1C(N2CCCC3=CC=CC1=C23)=O 1-isopropyl-5,6-dihydro-4H-imidazo[4,5,1-ij]quinolin-2(1H)-one